3-(chloro(hydroxyimino)methyl)piperidine-1-carboxylic acid tert-butyl ester C(C)(C)(C)OC(=O)N1CC(CCC1)C(=NO)Cl